NC1=NC=CC2=CC(=CC=C12)CNC(C1=C(N=CC(=C1)Cl)NCC1CCN(CC1)CCOC)=O N-((1-aminoisoquinolin-6-yl)methyl)-5-chloro-2-(((1-(2-methoxyethyl)piperidin-4-yl)methyl)amino)nicotinamide